NC1CCN(CC1)C1=C(C=NC2=CC=C(C=C12)C1=C(C(=CC(=C1F)F)F)O)C1=CC(=CC(=C1)F)F 2-[4-(4-aminopiperidin-1-yl)-3-(3,5-difluorophenyl)quinolin-6-yl]-3,4,6-trifluorophenol